NC=1N=C(SC1C(=O)C1=CC=C(C=C1)OC(F)F)NC1=CC(=C(C=C1)OC(F)(F)F)F {4-amino-2-[3-fluoro-4-(trifluoromethoxy)anilino]-1,3-thiazol-5-yl}[4-(difluoromethoxy)phenyl]methanone